1-(3-fluoro-2-hydroxymethylphenyl)-3-(3,5-difluorophenyl)urea FC=1C(=C(C=CC1)NC(=O)NC1=CC(=CC(=C1)F)F)CO